1-(2,4-Difluorophenyl)ethan-1-one FC1=C(C=CC(=C1)F)C(C)=O